Methyl 3-(3-cyano-4-hydroxy-5-methylphenyl)-1,2,4-oxadiazole-5-carboxylate C(#N)C=1C=C(C=C(C1O)C)C1=NOC(=N1)C(=O)OC